COC1=NN(C=C1[N+](=O)[O-])CCOCCON(C(OC(C)(C)C)=O)C tert-butyl N-[2-[2-(3-methoxy-4-nitro-pyrazol-1-yl)ethoxy]ethoxy]-N-methyl-carbamate